C1(=CC=CC=C1)C1=NC2=CC=CC=C2C=C1OC=1C(=NC2=CC=CC=C2C1)C1=CC=CC=C1 (2-phenylquinoline-3-yl) ether